FC1(CC2(CN(C2)C2=CC=C(C=C2)S(=O)(=O)NCC2=CC=NC=C2)C1)F 4-(6,6-difluoro-2-azaspiro[3.3]heptan-2-yl)-N-(pyridin-4-ylmethyl)-benzenesulfonamide